1,2-propanediol monomethacrylate C(C(=C)C)(=O)O.C(C(C)O)O